3-(pyridin-4-yl)-2,4,5,6-tetrakis(9H-pyrido[3,4-b]indol-9-yl)benzonitrile N1=CC=C(C=C1)C=1C(=C(C#N)C(=C(C1N1C2=C(C3=CC=CC=C13)C=CN=C2)N2C1=C(C3=CC=CC=C23)C=CN=C1)N1C2=C(C3=CC=CC=C13)C=CN=C2)N2C1=C(C3=CC=CC=C23)C=CN=C1